N-methyl-3H-imidazo[4,5-b]Pyridin-6-amine CNC=1C=C2C(=NC1)NC=N2